NC=1C(=C(C=C2C=C(N=CC12)NC(O[C@@H]1CN(CCOC1)C)=O)C1=C(C2=C(OCCN2)N=C1)C)F (R)-4-Methyl-1,4-oxazepan-6-yl (8-amino-7-fluoro-6-(8-methyl-2,3-dihydro-1H-pyrido[2,3-b][1,4]oxazin-7-yl)isoquinolin-3-yl)carbamate